1-(1H-benzo[d]imidazol-5-yl)-5-(3-hydroxyphenyl)imidazolidin-2-one N1C=NC2=C1C=CC(=C2)N2C(NCC2C2=CC(=CC=C2)O)=O